FC1=NC=CC(=C1)C=1C=NC(=C(C1)C)OC[C@](CC(C)C)(N)C (S)-1-((2'-fluoro-5-methyl-[3,4'-bipyridin]-6-yl)oxy)-2,4-dimethylpentan-2-amine